N1(N=CN=C1)CCN1C2=C(C3=CC=C(C=C13)OC)C=C(N=C2C)F 9-(2-(1H-1,2,4-triazol-1-yl)ethyl)-3-fluoro-7-methoxy-1-methyl-9H-pyrido[3,4-b]indole